1-(6-(4-(4-(6-(2-aminopyrimidin-5-yl)-8-morpholinoimidazo[1,2-a]pyrazine-2-carbonyl)piperazine-1-carbonyl)phenyl)-2-methyl-3,4-dihydroquinolin-1(2H)-yl)ethan-1-one NC1=NC=C(C=N1)C=1N=C(C=2N(C1)C=C(N2)C(=O)N2CCN(CC2)C(=O)C2=CC=C(C=C2)C=2C=C1CCC(N(C1=CC2)C(C)=O)C)N2CCOCC2